BrC=1C2=C(N(C(CC1C=1OC(=NN1)C1CC1)=O)C([2H])C1=CC(=C(C=C1)C)F)C=CC=C2 5-bromo-4-(5-cyclopropyl-1,3,4-oxadiazol-2-yl)-1-((3-fluoro-4-methylphenyl)methyl-d)-1,3-dihydro-2H-benzo[b]azepin-2-one